C(C)(C)(C)OC(=O)N1CCN(CC1)CC1=NC2=C(N1C[C@H]1OCC1)C=C(C=C2)C(=O)[O-] (S)-2-((4-(tert-butoxycarbonyl)piperazin-1-yl)methyl)-1-(oxetan-2-ylmethyl)-1H-benzo[d]Imidazole-6-carboxylate